5,6-Dimethoxyindan-1,3-dione COC=1C=C2C(CC(C2=CC1OC)=O)=O